CC[C@@H](C)C[C@@H](C)/C=C(\\C)/C=C/C=C/C(=O)C1=C(C(=CN(C1=O)O)C2(CCC(CC2)O)O)O The molecule is a pyridine alkaloid that is 1,4-dihydroxypyridin-2(1H)-one substituted by a cis-1,4-dihydroxycyclohexyl group at position 5 and a (2E,4E,6E,8R,10R)-6,8,10-trimethyldodeca-2,4,6-trienoyl moiety at position 3. It is isolated from the mycelium of the entomogenous fungus, Paecilomyces militaris and has been found to induce pronounced neurite sprouting. It has a role as a metabolite. It is a pyridone, an enone, a secondary alcohol, a tertiary alcohol, a dihydroxypyridine, a pyridine alkaloid and an aromatic ketone.